NC=1C=NC=CC1C=1N(C(C=CC1)=O)C 3'-amino-1-methyl[2,4'-bipyridin]-6(1H)-one